BrC1=C(C(=CC=C1)OC)C=1C(=NN(C1)CC)C(F)(F)F 4-(2-bromo-6-methoxyphenyl)-1-ethyl-3-(trifluoromethyl)-1H-pyrazole